[N+](=O)(O)[O-].CCCC butane nitrate